S1C(=CC=C1)OP(=O)(OC=1SC=CC1)CC1=C(C=CC=C1)O 2-(bis(2-thienyl)phosphonomethyl)-phenol